tricetylborate C(CCCCCCCCCCCCCCC)OB(OCCCCCCCCCCCCCCCC)OCCCCCCCCCCCCCCCC